5-Iodo-7-nitro-3,4-dihydroisoquinoline-2(1H)-carboxylic acid tert-butyl ester C(C)(C)(C)OC(=O)N1CC2=CC(=CC(=C2CC1)I)[N+](=O)[O-]